Dibutyl maleate (Butyl maleate) C(CCC)/C(/C(=O)O)=C/C(=O)O.C(\C=C/C(=O)OCCCC)(=O)OCCCC